C(#N)C1=C(C=C(C=N1)N1C(N(C(C1=O)(C)C)CCCC(=O)O)=S)SC 4-[3-(6-cyano-5-methylthiopyridin-3-yl)-5,5-dimethyl-4-oxo-2-thioxo-imidazolidin-1-yl]butyric acid